C(C)(C)(C)OC(NC1(CCN(CC1)C1=NC(=CC(=N1)C#N)C)C)=O (1-(4-cyano-6-methylpyrimidin-2-yl)-4-methylpiperidin-4-yl)carbamic acid tert-butyl ester